CC1CNC2=C(S1)C=CC(=C2)C(=O)OC methyl 2-methyl-3,4-dihydro-2H-benzo[b][1,4]thiazine-6-carboxylate